[Cl-].ClC1=CC=C2[C@@H](C[C@H](C2=C1)N1CC([N@+](CC1)(C([2H])([2H])[2H])COC(CCCCCCCCCCC)=O)(C)C)C1=C(C(=C(C(=C1[2H])[2H])[2H])[2H])[2H] (R)-4-((1R,3S)-6-chloro-3-(phenyl-d5)-2,3-dihydro-1H-inden-1-yl)-1-((dodecanoyloxy)methyl)-2,2-dimethyl-1-(methyl-d3)piperazin-1-ium chloride